[N+](=O)([O-])C1=CC=C(O1)CN1CCN(CCC1)C1=CC=C(C=C1)C(F)(F)F 1-[(5-Nitrofuran-2-yl)methyl]-4-[4-(trifluoromethyl)phenyl]-1,4-diazepane